dioctylamino(dioctyl-amine) C(CCCCCCC)N(CCCCCCCC)N(CCCCCCCC)CCCCCCCC